ClC=1N=CC=2OCCN(C2N1)CC=1N=C2N(C=C(C=C2N2C(N(C(C2)=O)C)=O)C2CC2)C1 1-(2-((2-chloro-6,7-dihydro-8H-pyrimido[5,4-b][1,4]oxazin-8-yl)methyl)-6-cyclopropylimidazo[1,2-a]pyridin-8-yl)-3-methylimidazolidine-2,4-dione